N(=[N+]=[N-])C1CC(NC1)C(=O)O 4-azidopyrrolidine-2-carboxylic acid